BrC=1C=C(C=CC1)C(C(=O)OC)OC(CBr)C methyl 2-(3-bromophenyl)-2-((1-bromopropan-2-yl)oxy)acetate